trimethylethane-1,2-diamine CC(C(N)(C)C)N